BrC1=C(N=C(S1)C1=CC(=C(C=C1)Cl)Cl)NC(=O)C=1C=NC=NC1 N-(5-bromo-2-(3,4-dichlorophenyl)thiazol-4-yl)pyrimidine-5-carboxamide